methyl (S)-3-(2-(dimethylamino)-2-oxoethoxy)-4-nitro-5-((oxetan-2-ylmethyl)amino)benzoate CN(C(COC=1C=C(C(=O)OC)C=C(C1[N+](=O)[O-])NC[C@H]1OCC1)=O)C